3-(2-(p-tolyl)-1H-indol-1-yl)isobenzofuran-1(3H)-one C1(=CC=C(C=C1)C=1N(C2=CC=CC=C2C1)C1OC(C2=CC=CC=C12)=O)C